CN1N=CC2=CC=CC(=C12)S(=O)(=O)C1=CC=C(C=C1)CNC(=O)C1=CC=2C(=CN=CC2)O1 N-{[4-(1-methyl-1H-indazole-7-sulfonyl)phenyl]methyl}furo[2,3-c]pyridine-2-carboxamide